CC1=C(C(=CC=C1)C)C1=CC(=CC=C1)[C@H](CC(=O)O)NC(C(CC(C)C)N1C(C=CC(=C1)CN(C)C)=O)=O (3S)-3-(2',6'-dimethyl-[1,1'-biphenyl]-3-yl)-3-(2-(5-((dimethylamino)methyl)-2-oxopyridin-1(2H)-yl)-4-methylpentanamido)propanoic acid